ClC1=C(C=CC2=C1C(=NCC(N2C)=O)C2=C(C(=CC=C2F)O)F)Cl 6,7-dichloro-5-(2,6-difluoro-3-hydroxy-phenyl)-1-methyl-3H-1,4-benzodiazepine-2-One